(triphenyleneyl)carbazole C1(=CC=CC=2C3=CC=CC=C3C3=CC=CC=C3C12)C1=CC=CC=2C3=CC=CC=C3NC12